bromopiperidine BrN1CCCCC1